[Cl-].C12=CC=C(N1)C=C1C=CC(=N1)C=C1C=CC(N1)=CC=1C=CC(N1)=C2.[Mn+2].[Cl-] manganese porphyrin chloride